C[C@@H]1N(CC1)C=1N=C(C2=C(N1)CCC2)C=2C=C(C=CC2)C(C)O 1-(3-(2-((S)-2-methylazetidin-1-yl)-6,7-dihydro-5H-cyclopenta[d]pyrimidin-4-yl)phenyl)ethan-1-ol